[Os].[Ru] ruthenium-osmium